BrC1=CC=C2C(NCN(C2=C1)CC1=CC=C(C=C1)OC)(C(F)(F)F)O 7-bromo-4-hydroxy-1-(4-methoxybenzyl)-4-(trifluoromethyl)-3,4-dihydroquinazolin